CC1=NN=C(O1)CN (5-methyl-1,3,4-oxadiazol-2-yl)methylamine